6-((R)-3-(2,3-difluorophenyl)isoxazolidin-2-yl)-N-(4-(4-((S)-3,4-dimethylpiperazine-1-yl)piperidin-1-yl)-2-methoxyphenyl)pyrimidin-4-amine FC1=C(C=CC=C1F)[C@@H]1N(OCC1)C1=CC(=NC=N1)NC1=C(C=C(C=C1)N1CCC(CC1)N1C[C@@H](N(CC1)C)C)OC